3-trifluoromethyl-aniline FC(C=1C=C(N)C=CC1)(F)F